4,5,6,7-tetrahydrobenzo[c]thiophene C=1SC=C2C1CCCC2